C(C)(C)(C)OC(=O)N1CC(OCC1)C1=C(C=CC=C1)Br.C(=O)C1=C(C=CC=C1)C1CN(CCO1)C(=O)OC(C)(C)C tert-Butyl 2-(2-formylphenyl)morpholine-4-carboxylate tert-Butyl-2-(2-bromophenyl)morpholine-4-carboxylate